2H,3aH,4H,6aH-cyclopenta[d][1,3]dioxol-4-one O1COC2C1C=CC2=O